C1N(CCC12CCCCC2)CC(=O)NC=2C=C(C(=NC2)C)NC(=O)C2=NN=C1N2C=CC(=C1)C=1C=NN(C1)C N-(5-(2-(2-azaspiro[4.5]decan-2-yl)acetamido)-2-methylpyridin-3-yl)-7-(1-methyl-1H-pyrazol-4-yl)-[1,2,4]triazolo[4,3-a]pyridine-3-carboxamide